CC1=NC2=C3N=C(C=C(C3=CC=C2C(=C1)C1=CC=CC=C1)C1=CC=CC=C1)C 2,9-Dimethyl-4,7-diphenyl-1,10-phenanthroline